(R/S)-2-(4-chlorophenyl)-4-((1-(hydroxymethyl)cyclobutyl)amino)-6,7-dihydrothieno[3,2-d]pyrimidine 5-oxide ClC1=CC=C(C=C1)C=1N=C(C2=C(N1)CC[S@]2=O)NC2(CCC2)CO |r|